3,5-Dimethyl-2-(4-{5-[(7S)-7-methyl-7-[(2R)-2-methylpyrrolidin-1-yl]-6,7,8,9-tetrahydro-5H-benzo[7]annulen-2-yl]-1H-pyrazolo[3,4-b]pyridin-3-yl}phenyl)pyrazine CC=1C(=NC=C(N1)C)C1=CC=C(C=C1)C1=NNC2=NC=C(C=C21)C=2C=CC1=C(CC[C@](CC1)(N1[C@@H](CCC1)C)C)C2